ClC1=CC=C(C=C1)CNCCNCC1=CC=C(C=C1)Cl N,N'-bis(4-chlorophenylmethyl)-1,2-ethylenediamine